Cl[Si](CCC)(CCC)CCC chlorotri(n-propyl)silane